C(CCC)C=1C(=CC=2C(C3=CC=CC=C3SC2C1)=O)OCC1CO1 3-butyl-2-(glycidoxy)thioxanthone